methyl (E)-3-(dimethylamino)-2-(1-tetrahydropyran-2-yl-3-vinyl-indazol-5-yl)prop-2-enoate CN(/C=C(/C(=O)OC)\C=1C=C2C(=NN(C2=CC1)C1OCCCC1)C=C)C